2-ethyl-9,10-bis(propionyloxy)anthracene C(C)C1=CC2=C(C3=CC=CC=C3C(=C2C=C1)OC(CC)=O)OC(CC)=O